benzyl 4-[(3S)-4-tert-butoxycarbonyl-3-(cyanomethyl)piperazin-1-yl]-2-[[(2R)-1-methylpyrrolidin-2-yl]methoxy]-6,8-dihydro-5H-pyrido[3,4-d]pyrimidine-7-carboxylate C(C)(C)(C)OC(=O)N1[C@H](CN(CC1)C=1C2=C(N=C(N1)OC[C@@H]1N(CCC1)C)CN(CC2)C(=O)OCC2=CC=CC=C2)CC#N